C(C)(C)(C)OC(=O)NC1=C(C=C(C(=O)OC)C=C1)O methyl 4-((tert-butoxycarbonyl) amino)-3-hydroxybenzoate